2-(2-(1-((4-bromo-2-nitrophenyl)amino)cyclopropyl)ethyl)isoindoline-1,3-dione BrC1=CC(=C(C=C1)NC1(CC1)CCN1C(C2=CC=CC=C2C1=O)=O)[N+](=O)[O-]